ClC1=COC=C1CC=C 3-chloro-4-(prop-2-en-1-yl)furan